ClC=1C(=C2C(=NC1O)CN(C2)C(=O)OC(C)(C)C)C tert-butyl 3-chloro-2-hydroxy-4-methyl-5,7-dihydro-6H-pyrrolo[3,4-b]pyridine-6-carboxylate